B(O)(O)CCCCC(C(=O)O)(NC)CCCNCC1=CC=C(C=C1)Cl 6-borono-2-(3-(4-chlorobenzylamino)propyl)-2-(methylamino)hexanoic acid